OC1=C2C(C=C(OC2=C(C(=C1)O)N1CCCC1)C1=CC=C(C=C1)N1CCN(CC1)C)=O 5,7-dihydroxy-2-(4-(4-methylpiperazin-1-yl)phenyl)-8-(pyrrolidin-1-yl)-4H-chromen-4-one